2-methoxy-6-pentanoyl-benzoic acid COC1=C(C(=O)O)C(=CC=C1)C(CCCC)=O